N-(5-(5-fluorothiazol-2-yl)-4-((2-methoxy-3-(2-methyl-2H-tetrazol-5-yl)phenyl)amino)pyridin-2-yl)cyclopropanecarboxamide FC1=CN=C(S1)C=1C(=CC(=NC1)NC(=O)C1CC1)NC1=C(C(=CC=C1)C=1N=NN(N1)C)OC